C[C@H]1N(CCN(C1)C=1C=CC2=C(NC(=N2)C=2NC=C(C2)C(C2=C(C=CC=C2)C(F)(F)F)=O)C1)C(=O)OC(C)(C)C (R)-tert-butyl 2-methyl-4-(2-(4-(2-(trifluoromethyl)benzoyl)-1H-pyrrol-2-yl)-1H-benzo[d]imidazol-6-yl)piperazine-1-carboxylate